FC(C)(F)C1=NC=CC(=N1)[Sn](C)(C)C 2-(1,1-difluoroethyl)-4-(trimethylstannyl)pyrimidine